1-[2-(1-phenyl-1H-pyrazol-4-yl)-1,3-thiazole-4-carbonyl]-1,4-diazepane C1(=CC=CC=C1)N1N=CC(=C1)C=1SC=C(N1)C(=O)N1CCNCCC1